1-((1s,3s)-3-((5-(imidazo[1,2-a]pyrimidin-6-yl)-4-methoxy-7H-pyrrolo[2,3-d]pyrimidin-2-yl)amino)-1-methylcyclobutyl)pyrrolidin-2-one N=1C=CN2C1N=CC(=C2)C2=CNC=1N=C(N=C(C12)OC)NC1CC(C1)(C)N1C(CCC1)=O